The molecule is a dihydroxy monocarboxylic acid that is behenic acid (docosanoic acid) in which the pro-R hydrogen at position 3 and and one of the hydrogens of the terminal methyl group are replaced by hydroxy groups. It is a 3-hydroxy carboxylic acid, an omega-hydroxy fatty acid, a dihydroxy monocarboxylic acid and a long-chain fatty acid. It derives from a docosanoic acid. C(CCCCCCCCC[C@H](CC(=O)O)O)CCCCCCCCCO